N1(CCC1)C(C(=O)O)(C)C (azetidin-1-yl)-2-methylpropanoic acid